(R)-2-((1-(3-(4,4-difluoropiperidin-1-yl)-7-fluoro-2-methylquinoxalin-5-yl)ethyl)amino)-5-fluorobenzoic acid FC1(CCN(CC1)C=1C(=NC2=CC(=CC(=C2N1)[C@@H](C)NC1=C(C(=O)O)C=C(C=C1)F)F)C)F